C(C)(C)(C)OC(NC1=CC(=CC=C1)C1(CC(C1)C)C1=NN=CN1C)=O (3-((1s,3s)-3-methyl-1-(4-methyl-4H-1,2,4-triazol-3-yl)cyclobutyl)phenyl)carbamic acid tert-butyl ester